ClC=1C=C(C=CC1Cl)C(\C=C\C=1C=C2N=CC=NC2=CC1)=O (E)-1-(3,4-dichlorophenyl)-3-(quinoxalin-6-yl)prop-2-en-1-one